C(C)(C)(C)C1=C(C=C(C=C1)NC([C@H](C1CCC(CC1)(F)F)NC(OC(C)(C)C)=O)=O)F tert-butyl ((1S)-2-((4-(tert-butyl)-3-fluorophenyl)amino)-1-(4,4-difluorocyclohexyl)-2-oxoethyl)carbamate